C(CCC)[P]C1=NC=CC=N1 butylpyrimidinyl-phosphorus